(2e,4e)-5-(5-(dimethylamino)thiazol-2-yl)penta-2,4-dienoic acid CN(C1=CN=C(S1)/C=C/C=C/C(=O)O)C